CC=1C=NC=C(C(=O)NC2=CC(=CC=C2)[C@H](C)NC2=C3C(=CN=C2)N(N=C3)C)C1 (S)-5-methyl-N-(3-(1-((1-methyl-1H-pyrazolo[3,4-c]pyridin-4-yl)amino)ethyl)phenyl)nicotinamide